2-(8-((1-methylpiperidin-3-yl)amino)imidazo[1,2-d][1,2,4]triazin-5-yl)-5-(trifluoromethyl)phenol CN1CC(CCC1)NC=1C=2N(C(=NN1)C1=C(C=C(C=C1)C(F)(F)F)O)C=CN2